3-chloro-5-{2-[(3s,4s)-3-{[4-(3-methylsulfonylpropanesulfonyl)phenoxy]methyl}-4-methylpyrrolidin-1-yl]ethyl}benzonitrile ClC=1C=C(C#N)C=C(C1)CCN1C[C@H]([C@@H](C1)C)COC1=CC=C(C=C1)S(=O)(=O)CCCS(=O)(=O)C